3,5-dicyclohexyl-2-methylcyclohexa-2,5-diene-1,4-dione C1(CCCCC1)C1=C(C(C=C(C1=O)C1CCCCC1)=O)C